3-methyl-5-trifluoromethyl-benzo[b]thiophene-2-carboxylic acid CC=1C2=C(SC1C(=O)O)C=CC(=C2)C(F)(F)F